benzyl N-((chloromethoxy)carbonyl)-N-((2-(methylamino)pyridin-3-yl)methyl)glycinate ClCOC(=O)N(CC(=O)OCC1=CC=CC=C1)CC=1C(=NC=CC1)NC